C[C@@]12CC[C@@]3(C(=CC[C@H]4[C@]3(CC[C@@H]5[C@@]4(CCCC5(C)C)C)C)[C@@H]1CC(CC2)(C)C)C olean-12-ene